F[P-](F)(F)(F)(F)F.N1(N=NC2=C1C=CC=C2)O[P+](N(C)C)(N(C)C)N(C)C ((1H-benzo[d][1,2,3]-triazol-1-yl)oxy)tris(dimethylamino)phosphonium hexafluorophosphate